Copper(II) tetrafluoroborate F[B-](F)(F)F.[Cu+2].F[B-](F)(F)F